7-(benzylsulfanyl)-3-hydroxy-2,3-dihydro-1H-indene-5-carbonitrile C(C1=CC=CC=C1)SC=1C=C(C=C2C(CCC12)O)C#N